NC=1N=CN(C(C1C(=O)OC)=O)C1=C(C=CC=C1Cl)Br methyl 4-amino-1-(2-bromo-6-chloro-phenyl)-6-oxo-pyrimidine-5-carboxylate